C[Si](OCCCC)(C)C trimethylbutoxysilan